(S)-3-(benzyloxy)-1-(2-hydroxyethyl)pyrrolidin-2-one C(C1=CC=CC=C1)O[C@@H]1C(N(CC1)CCO)=O